butoxy-3,5-difluorobenzonitrile C(CCC)OC1=C(C#N)C=C(C=C1F)F